CN(CCN(C1=CC=C(N\C(=C\2/C(NC3=CC(=CC=C23)C(=O)OC)=O)\C2=CC=CC=C2)C=C1)S(=O)(=O)C)C Methyl (3Z)-3-[[4-[2-(dimethylamino)ethyl-methylsulfonylamino]anilino]-phenylmethylidene]-2-oxo-1H-indole-6-carboxylate